3-methylcarbonylpropyl isothiocyanate CC(=O)CCCN=C=S